O=C1NC(CCC1C1=C(C(=O)N)C=CC(=C1)N1CCNCC1)=O (2,6-dioxopiperidin-3-yl)-4-(piperazin-1-yl)benzamide